(S)-8-chloro-6-(((6-fluoro-2-methylpyridin-3-yl)(1-(1-(5-methyl-1,3,4-oxadiazol-2-yl)cyclopropyl)-1H-1,2,3-triazol-4-yl)methyl)amino)-4-(neopentylamino)quinoline-3-carbonitrile ClC=1C=C(C=C2C(=C(C=NC12)C#N)NCC(C)(C)C)N[C@H](C=1N=NN(C1)C1(CC1)C=1OC(=NN1)C)C=1C(=NC(=CC1)F)C